OC1=CC(=C2CC[C@@H](OC2=C1C)C1=CC=C(C=C1)O)OC (2R)-7,4'-Dihydroxy-5-methoxy-8-methylflavan